(2S)-1-fluoro-3-((tetrahydro-2H-pyran-2-yl)oxy)propan-2-ol FC[C@H](COC1OCCCC1)O